6-iodo-3-((2-isopropyl-8-methoxy-2,3-dihydrobenzo[b][1,4]dioxin-6-yl)methyl)-3H-imidazo[4,5-b]pyridine IC=1C=C2C(=NC1)N(C=N2)CC2=CC1=C(OC(CO1)C(C)C)C(=C2)OC